ClCC(=O)NC1=CC=C(CN2N=C(C(=C2C)CC(=O)OCC)C)C=C1 ethyl 2-(1-(4-(2-chloroacetamido)benzyl)-3,5-dimethyl-1H-pyrazol-4-yl)acetate